4-[(4-Cyano-phenoxy)-(5,6-dimethoxy-benzooxazol-2-ylcarbamoyl)-methyl]-N-(2-morpholin-4-yl-ethyl)-benzamide C(#N)C1=CC=C(OC(C2=CC=C(C(=O)NCCN3CCOCC3)C=C2)C(NC=2OC3=C(N2)C=C(C(=C3)OC)OC)=O)C=C1